CO[Si]1(N(CCC1)CS[Si](OC)(OC)OC)OC 2,2-dimethoxy-N-(trimethoxysilylthiomethyl)-1-aza-2-silacyclopentane